OC1=C(C(=CC(=C1)C)C)C1=CC=C(N=N1)N1CCCC=2C(=CC=CC12)O 1-[6-(2-hydroxy-4,6-dimethyl-phenyl)pyridazin-3-yl]-3,4-dihydro-2H-quinolin-5-ol